C(C)N(CC)CC1=CC=C(C(=O)N([C@H]2CNCC2)CCC2=C(C=CC=C2)OC)C=C1 4-[(diethylamino)methyl]-N-[2-(2-methoxyphenyl)ethyl]-N-(3R)-3-pyrrolidinylbenzamide